FC1(CN(C2(C1O)CCCC2)C(C(CC2CC(C2)(F)F)=O)=O)F 1-(3,3-difluoro-4-hydroxy-1-azaspiro[4.4]nonan-1-yl)-3-(3,3-difluorocyclobutyl)propane-1,2-dione